C1(=CC=CC=C1)C1=C2C(=NC(=NC2=CC=C1)C=1C=C(C=NC1)C1=NOC(=N1)C(=O)N1CCC(CC1)NC(OC(C)(C)C)=O)NCC1=NC=CC=C1 Tert-Butyl 1-(3-(5-(5-phenyl-4-(pyridin-2-ylmethylamino)-quinazolin-2-yl)pyridin-3-yl)-1,2,4-oxadiazole-5-carbonyl)piperidin-4-ylcarbamate